5-amino-N-(2,4-Dimethoxybenzyl)-2-[4-(trifluoromethyl)-1H-Pyrazol-1-yl]Benzenesulfonamide NC=1C=CC(=C(C1)S(=O)(=O)NCC1=C(C=C(C=C1)OC)OC)N1N=CC(=C1)C(F)(F)F